4-(trifluoromethylphenoxy)-2-naphthamide FC(F)(F)C1=C(OC2=CC(=CC3=CC=CC=C23)C(=O)N)C=CC=C1